O=C1C=C2CC[C@H]3[C@@H]4CCC([C@@]4(C)CC[C@@H]3[C@]2(CC1)CC(C(=O)O)OC(C[C@]12CCC(C=C1CC[C@H]1[C@@H]3CCC([C@@]3(C)CC[C@H]21)=O)=O)C(=O)O)=O 3,17-dioxo-4-androsten-19-ylcarboxymethyl ether